2-oxo-7-vinyl-1,2-dihydroquinoline-3-carboxamide O=C1NC2=CC(=CC=C2C=C1C(=O)N)C=C